2-[1-[2-(5-Cyanoisoindolin-2-yl)-6-methyl-4-oxo-chromen-8-yl]ethylamino]-5-fluoro-benzoic acid C(#N)C=1C=C2CN(CC2=CC1)C=1OC2=C(C=C(C=C2C(C1)=O)C)C(C)NC1=C(C(=O)O)C=C(C=C1)F